N-[(9H-fluoren-9-ylmethoxy)carbonyl]-β-alanine C1=CC=CC=2C3=CC=CC=C3C(C12)COC(=O)NCCC(=O)O